C(C)(C)(C)OC(CN1C(=NC2=CC(=C(C=C2C1=O)F)NC1CCCC1)CSC1CCN(CC1)C(=O)OC(C)(C)C)=O tert-Butyl 4-(((3-(2-(tert-butoxy)-2-oxoethyl)-7-(cyclopentylamino)-6-fluoro-4-oxo-3,4-dihydroquinazolin-2-yl)methyl)thio)piperidine-1-carboxylate